[Ho].[Tm].[Cr] chromium thulium-holmium